C12(C3C(C(C=C1)C2(C)C)C(NC3=O)=O)C endo-5-camphene-2,3-dicarboximide